3-(5-{6-[2-fluoro-4-(trifluoromethyl)phenyl]-2-azaspiro[3.3]hept-5-ene-2-carbonyl}-1-oxo-3H-isoindol-2-yl)piperidine-2,6-dione FC1=C(C=CC(=C1)C(F)(F)F)C1=CC2(CN(C2)C(=O)C=2C=C3CN(C(C3=CC2)=O)C2C(NC(CC2)=O)=O)C1